BrC1=C(C=CC(=C1)F)C1=NC(=NC(=N1)C1=CC=CC=C1)C1=CC=CC=C1 2-(2-bromo-4-fluorophenyl)-4,6-diphenyl-1,3,5-triazine